O1CC(CC1)C1=NN=C2N1C=C(N=C2)C2=CC=C(C=C2)OC(F)(F)F 3-tetrahydrofuran-3-yl-6-[4-(trifluoromethoxy)phenyl]-[1,2,4]triazolo[4,3-a]pyrazine